NC=1N=C(SC1C(C1=CC=CC=C1)=O)N(C1=CC=C(C=C1)F)CC(=O)N 2-(N-(4-Amino-5-benzoylthiazol-2-yl)-4-fluoroanilino)acetamid